2-(methylsulfonyl)-7-(oxetan-3-yl)-7H-pyrrolo[2,3-d]pyrimidine-6-carbonitrile CS(=O)(=O)C=1N=CC2=C(N1)N(C(=C2)C#N)C2COC2